6-((3,5-dimethylisoxazol-4-yl)methoxy)-N-(4-(thiophen-2-yl)thiazol-2-yl)nicotinamide CC1=NOC(=C1COC1=NC=C(C(=O)NC=2SC=C(N2)C=2SC=CC2)C=C1)C